N1(CCCC1)C1CCN(CC1)C1=C(C=C(C=N1)C1(NNC(=N1)N)N)C 3-(6-(4-(pyrrolidin-1-yl)piperidin-1-yl)-5-methylpyridin-3-yl)-1H-1,2,4-triazole-3,5-diamine